C(C)N1CCN(CC1)CCN 2-(4-ethylpiperazin-1-yl)ethanamine